ClC1=CC(=C(C=C1)C=NC)OC 1-(4-chloro-2-methoxy-phenyl)-N-methyl-methanimine